(R)-5-(4-((1-(3-Amino-5-(trifluoromethyl)phenyl)ethyl)amino)-2,8-dimethylimidazo[1',2':1,6]pyrido[2,3-d]pyrimidin-6-yl)-1-methylpyridin-2(1H)-one NC=1C=C(C=C(C1)C(F)(F)F)[C@@H](C)NC=1C2=C(N=C(N1)C)N1C(C(=C2)C=2C=CC(N(C2)C)=O)=NC(=C1)C